1-ethylimidazolidin-2-imine hydrobromide Br.C(C)N1C(NCC1)=N